P(OCC1=CC=CC=C1)(OCC1=CC=CC=C1)[O-] bis(benzyl) phosphite